The molecule is an iridoid monoterpenoid that is hexahydro-1H-cyclopenta[c]furan substituted by hydroxy groups at positions 1 and 3a, a 3-oxopropen-2yl group at position 6 and a trans-4-coumaroyloxy moiety at position 4 (the 1S,3aS,4S,6S,6aS stereoisomer). Isolated from the leaves of Viburnum luzonicum, it exhibits antineoplastic activity. It has a role as a metabolite and an antineoplastic agent. It is a cinnamate ester, an aldehyde, a cyclic ether, a secondary alcohol, a member of phenols, an iridoid monoterpenoid, a tertiary alcohol and an organic heterobicyclic compound. It derives from a trans-4-coumaric acid. C=C(C=O)[C@H]1C[C@@H]([C@@]2([C@H]1[C@H](OC2)O)O)OC(=O)/C=C/C3=CC=C(C=C3)O